4-(4-hydroxy-3-methoxyphenyl)-6-p-chlorophenyl-2-amino-3-cyanopyridine OC1=C(C=C(C=C1)C1=C(C(=NC(=C1)C1=CC=C(C=C1)Cl)N)C#N)OC